5-(3-Methoxyphenyl)-2-methyl-N-(3-(2-(pyrrolidin-1-yl)propyl)-1,2,4-thiadiazol-5-yl)thiophene-3-carboxamide COC=1C=C(C=CC1)C1=CC(=C(S1)C)C(=O)NC1=NC(=NS1)CC(C)N1CCCC1